CC(C(=O)O)CC1=CC(=CC=C1)C(C(CBr)=O)(CCCCC(CS(=O)(=O)CC(=O)OC)(C)C)C.OCC=1C(=NC(NC1)=O)N 5-hydroxymethylcytosine methyl-3-(3-(1-bromo-9-((2-methoxy-2-oxoethyl)sulfonyl)-3,8,8-trimethyl-2-oxononan-3-yl)phenyl)propanoate